3-Fluoro-2-(4,4,5,5-tetramethyl-1,3,2-dioxaborolan-2-yl)-5-(trifluoromethyl)phenol FC=1C(=C(C=C(C1)C(F)(F)F)O)B1OC(C(O1)(C)C)(C)C